ClC1=CC=C(C=C1)C1=CC=C(N1C1=C(C=CC=C1)C(F)(F)F)C1=NC=CC=C1C(=O)O [5-(4-chlorophenyl)-1-[2-(trifluoromethyl)phenyl]pyrrol-2-yl]pyridine-3-carboxylic acid